4-(dimethylamino)-3-((7-(3-iodopropoxy)quinazolin-4-yl)amino)-N-methylbenzenesulfonamide CN(C1=C(C=C(C=C1)S(=O)(=O)NC)NC1=NC=NC2=CC(=CC=C12)OCCCI)C